4-(5-ethoxy-2-((5-methoxy-7-methyl-1H-indol-4-yl)methyl)-2-azabicyclo[4.1.0]heptan-1-yl)benzoic acid C(C)OC1CCN(C2(CC12)C1=CC=C(C(=O)O)C=C1)CC1=C2C=CNC2=C(C=C1OC)C